N-(4-chloro-1H-indazol-5-yl)-5-(2-(4-methyloxazol-2-yl)pyridin-4-yl)-1,3,4-oxadiazol-2-amine ClC1=C2C=NNC2=CC=C1NC=1OC(=NN1)C1=CC(=NC=C1)C=1OC=C(N1)C